N1N=CC2=CC=CC(=C12)CNC(C=CC=1SC=CC1)=O N-[(1H-indazol-7-yl)methyl]-3-(thiophen-2-yl)acrylamide